ClC1=CC=C(CSC2=C3CCCC(C3=CC=C2)NCC#C)C=C1 5-((4-chlorobenzyl)thio)-N-(prop-2-yn-1-yl)-1,2,3,4-tetrahydronaphthalen-1-amine